4-((3-chloro-4-(pyridin-2-ylmethoxy) phenyl) amino)-6-nitroquinazolin-7-yl trifluoromethanesulfonate FC(S(=O)(=O)OC1=C(C=C2C(=NC=NC2=C1)NC1=CC(=C(C=C1)OCC1=NC=CC=C1)Cl)[N+](=O)[O-])(F)F